C[SiH](C1=C(C=CC=C1)C)C1=C(C=CC=C1)C Methyldi(2-methylphenyl)silane